C(#N)C=1C=C(C=CC1)C1=C(C=C(C(=N1)C1=CC=CC=C1)NC(=O)N[C@H]1[C@@H](CC(C2=CC(=C(C=C12)F)F)(C)C)O)C 1-(6-(3-cyanophenyl)-5-methyl-2-phenylpyridin-3-yl)-3-((1r,2r)-6,7-difluoro-2-hydroxy-4,4-dimethyl-1,2,3,4-tetrahydronaphthalen-1-yl)urea